N[C@H](C(=O)OC(C)(C)C)CC1=CC(=C(C=C1)Cl)F tert-Butyl (S)-2-amino-3-(4-chloro-3-fluorophenyl)propanoate